CC(C(=O)O)CCCCCCCCC methylundecylic acid